CO[C@H]1OC[C@@H]2OC(C[C@@H]21)=O (3aS,4S,6aR)-tetrahydro-4-methoxy-furo[3,4-b]furan-2(3H)-one